C(C)N1C[C@@H](CCC1)NC=1N=NC(=C2C1N=CC=C2)C2=C(C=C(C=C2)S(=O)(=O)C)O 2-[8-[[(3R)-1-ethyl-3-piperidyl]amino]pyrido[2,3-d]pyridazin-5-yl]-5-methylsulfonyl-phenol